2-(2-(4-(3-(2-(3-hydroxypyrrolidin-1-yl)ethoxy)phenyl)indoline-1-carbonyl)-6,7-dihydrothiazolo[5,4-c]pyridin-5(4H)-yl)acetic acid OC1CN(CC1)CCOC=1C=C(C=CC1)C1=C2CCN(C2=CC=C1)C(=O)C=1SC=2CN(CCC2N1)CC(=O)O